CC1(OC(=C(C1C)OS(=O)(=O)C(F)(F)F)C(=O)OCC)C(F)(F)F ethyl 2,3-dimethyl-2-(trifluoromethyl)-4-(trifluoromethylsulfonyloxy)-3H-furan-5-carboxylate